[4-(4-pyrimidinyl)phenyl]boronic acid N1=CN=C(C=C1)C1=CC=C(C=C1)B(O)O